N-(4-(aminomethyl)phenyl)-5-(4-(trifluoromethyl)piperidin-1-yl)pyrazin-2-amine NCC1=CC=C(C=C1)NC1=NC=C(N=C1)N1CCC(CC1)C(F)(F)F